2-fluoro-6-[(4-methoxyphenyl)Methylthio]benzoic acid FC1=C(C(=O)O)C(=CC=C1)SCC1=CC=C(C=C1)OC